3-Bromo-8-methoxyspiro[benzo[b]carbazole-6,1'-cyclopentan]-11(5H)-one BrC1=CC=C2C=3C(C4=C(C=C(C=C4)OC)C4(CCCC4)C3NC2=C1)=O